5'-inosinic acid disodium [Na].[Na].[C@@H]1([C@H](O)[C@H](O)[C@@H](COP(=O)(O)O)O1)N1C=NC=2C(O)=NC=NC12